COC(=O)C=1C=CC2=C(C=C(O2)C(CBr)=O)C1 2-(2-bromoacetyl)benzofuran-5-carboxylic acid methyl ester